O=C1NC(CC[C@H]1N1C(C2=CC(=C(C=C2C1=O)N1CCN(CC1)CC1CCN(CC1)C1=CC=C(N=N1)C(=O)OC(C)(C)C)F)=O)=O Tert-butyl 6-(4-((4-(2-((3R)-2,6-dioxopiperidin-3-yl)-6-fluoro-1,3-dioxoisoindolin-5-yl)piperazin-1-yl)methyl)piperidin-1-yl)pyridazine-3-carboxylate